C(C)(C)(C)OC(=O)N1CCC=C1 pyrrole-1(2H)-carboxylic acid tert-butyl ester